FC1=C2C(CC(OC2=CC=C1)(C)C)NC(=O)[C@H]1[C@@H](C1)[C@H](CCOC)N1C(NC(CC1=O)(C)C)=[NH2+] [1-[(1S)-1-[(1R,2R)-2-[(5-fluoro-2,2-dimethyl-chroman-4-yl)carbamoyl]cyclopropyl]-3-methoxypropyl]-4,4-dimethyl-6-oxo-hexahydropyrimidin-2-ylidene]ammonium